ClC=1C=C(C=C(C1)NS(=O)(=O)C)NC(=O)C1=CN(C(=C1)C)C1=NC=C(C=C1)Cl N-(3-chloro-5-(methylsulfonamido)phenyl)-1-(5-chloropyridin-2-yl)-5-methyl-1H-pyrrole-3-carboxamide